O1COC2=C1C=CC(=C2)NC2=NC=CC=C2NC(C)C N2-(benzo[d][1,3]dioxol-5-yl)-N3-isopropylpyridine-2,3-diamine